[Na+].C(C1=CC=CC=C1)(C1=CC=CC=C1)N1[C@@H]([C@H]1C1COC1)C(=O)[O-] (2S,3R)-1-benzhydryl-3-(oxetan-3-yl)aziridine-2-carboxylic acid sodium salt